benzyl 3,3-difluoro-5-(3-((4-methoxybenzyl) oxy)-2,2-dimethyl-3-oxopropyl)-6-oxohexahydropyrrolo[3,4-b]pyrrole-1(2H)-carboxylate FC1(C2C(N(C1)C(=O)OCC1=CC=CC=C1)C(N(C2)CC(C(=O)OCC2=CC=C(C=C2)OC)(C)C)=O)F